2-[3-(2-methoxyethoxy)-2-pyridyl]ethynyl-trimethyl-silane COCCOC=1C(=NC=CC1)C#C[Si](C)(C)C